((6-chloro-4-(1,2,2,2-tetrafluoroethyl)pyridin-2-yl)imino)dimethyl-λ6-thiocanone ClC1=CC(=CC(=N1)N=C1S(CCCCCC1)(=O)(C)C)C(C(F)(F)F)F